N-(4-Ethylphenyl)-N1-(3-methoxyphenyl)-6-morpholin-4-yl-[1,3,5]triazine-2,4-diamine hydrochloride Cl.C(C)C1=CC=C(C=C1)NC1N(C(=NC(=N1)N)N1CCOCC1)C1=CC(=CC=C1)OC